[N+](=O)([O-])C1=C(C=C(C(=C1)OCC1=CC=CC=C1)OCC1=CC=CC=C1)I nitro-4,5-bis(benzyloxy)iodobenzene